N1=CC(=C2N1C=CC=N2)C(=O)NCC=2OC1=C(C2)C=C(C=C1C(=O)OC)C=C methyl 2-((pyrazolo[1,5-a]pyrimidine-3-carboxamido)methyl)-5-vinylbenzofuran-7-carboxylate